4'-(4-([1,1'-biphenyl]-4-yl)-6-(3',5'-dicyano-[1,1'-biphenyl]-4-yl)-1,3,5-triazin-2-yl)-[1,1':2',1''-terphenyl]-4,4''-dicarbonitrile C1(=CC=C(C=C1)C1=NC(=NC(=N1)C1=CC=C(C=C1)C1=CC(=CC(=C1)C#N)C#N)C=1C=C(C(=CC1)C1=CC=C(C=C1)C#N)C1=CC=C(C=C1)C#N)C1=CC=CC=C1